ClC1=C(C(N(C2=CC(=C(C=C12)C)[N+](=O)[O-])C)=O)C#N 4-Chloro-1,6-dimethyl-7-nitro-2-oxo-1,2-dihydroquinoline-3-carbonitrile